2-((2S,4R)-2-(1-(3-fluorocyclobutyl)-1H-pyrazol-4-yl)tetrahydro-2H-pyran-4-yl)-6,7-dimethyl-4-(3-(trifluoromethyl)bicyclo[1.1.1]pentan-1-yl)pteridine FC1CC(C1)N1N=CC(=C1)[C@H]1OCC[C@H](C1)C1=NC2=NC(=C(N=C2C(=N1)C12CC(C1)(C2)C(F)(F)F)C)C